CC1=CC=C(C=C1)S(=O)(=O)OC[C@@H]1OC(O[C@H]1CO)(C)C ((4S,5S)-5-(hydroxymethyl)-2,2-dimethyl-1,3-dioxolan-4-yl)methyl 4-methylbenzenesulfonate